ethyl 2,2-difluoro-3-(4-fluorophenyl)-3-methoxypropionate FC(C(=O)OCC)(C(OC)C1=CC=C(C=C1)F)F